2-(tert-butyl)-5-(pyridin-2-yl)pyrazolo[1,5-a]pyrimidin-7(4H)-one C(C)(C)(C)C1=NN2C(NC(=CC2=O)C2=NC=CC=C2)=C1